2-(3-(4-amino-7-chloro-1-isopropyl-1H-pyrazolo[4,3-c]pyridin-3-yl)-4-(pyridin-2-yl)isoxazol-5-yl)propan-2-ol 2,2,2-trifluoroacetate FC(C(=O)O)(F)F.NC1=NC=C(C2=C1C(=NN2C(C)C)C2=NOC(=C2C2=NC=CC=C2)C(C)(C)O)Cl